methyl (2S)-2-[(tert-butoxycarbonyl)amino]-3-[3-chloro-4-(2-hydroxypropan-2-yl)phenyl]propanoate C(C)(C)(C)OC(=O)N[C@H](C(=O)OC)CC1=CC(=C(C=C1)C(C)(C)O)Cl